4-cyclobutyl-N-(8-methylisoquinolin-1-yl)-N-((R)-piperidin-3-yl)azepane-1-carboxamide C1(CCC1)C1CCN(CCC1)C(=O)N([C@H]1CNCCC1)C1=NC=CC2=CC=CC(=C12)C